OCCNC1=CC=CC=C1 2-hydroxyethylaminobenzene